C1(CCCC1)N1C(C=C(C2=C1N=CN=C2)C)=O 8-cyclopentyl-5-methyl-8H-pyrido[2,3-d]Pyrimidin-7-one